2-chloro-N-(4-(1-isopropyl-4-(trifluoromethyl)-1H-imidazol-2-yl)benzyl)-5-methoxypyrimidine ClC1N(C=C(C=N1)OC)CC1=CC=C(C=C1)C=1N(C=C(N1)C(F)(F)F)C(C)C